2,4-dimethoxyphenylpropionic acid COC1=C(C=CC(=C1)OC)C(C(=O)O)C